1-(2-benzyloxyphenyl)ethanone C(C1=CC=CC=C1)OC1=C(C=CC=C1)C(C)=O